(2r,3r,4r,5S)-3,4,5-tris(benzyloxy)-2-methyl-1-((S)-2-phenylpropyl)piperidine C(C1=CC=CC=C1)O[C@@H]1[C@H](N(C[C@@H]([C@H]1OCC1=CC=CC=C1)OCC1=CC=CC=C1)C[C@@H](C)C1=CC=CC=C1)C